(R)-(5-(1-methyl-1H-pyrazol-4-yl)-1,3,4-oxadiazol-2-yl)(4-(6-methylpyrazolo[1,5-a]pyridin-2-yl)-6,7-dihydro-1H-imidazo[4,5-c]pyridin-5(4H)-yl)methanone CN1N=CC(=C1)C1=NN=C(O1)C(=O)N1[C@H](C2=C(CC1)NC=N2)C2=NN1C(C=CC(=C1)C)=C2